COC(C(C)(OC1N(C2=CC=CC=C2C1)C(=O)[O-])C)=O (1-methoxy-2-methyl-1-oxopropane-2-oxy)indoline-1-carboxylate